FC1(CC=C(CC1)C1=NC(=NC(=C1N)C1=C(C=CC(=C1)F)F)C)F 4-(4,4-difluorocyclohex-1-en-1-yl)-6-(2,5-difluorophenyl)-2-methylpyrimidin-5-amine